(S)-3-(3-chloro-4-fluorophenyl)-1-(8,9-difluoro-6-((2-aminoethyl)amino)-1,4-dihydro-2H-pyrano[3,4-c]isoquinolin-1-yl)-1-methylurea ClC=1C=C(C=CC1F)NC(N(C)[C@@H]1COCC=2N=C(C=3C=C(C(=CC3C21)F)F)NCCN)=O